methyl 9-(3-(((R)-1-(3-fluoropropyl)pyrrolidin-3-yl)oxy)phenyl)-7-methyl-6,7-dihydro-5H-benzo[7]annulene-3-carboxylate FCCCN1C[C@@H](CC1)OC=1C=C(C=CC1)C1=CC(CCC2=C1C=CC(=C2)C(=O)OC)C